O=C1C(C(SC1)=O)C(=O)N dioxo-thiolane-3-carboxamide